(R)-2-(4-bromophenyl)morpholine BrC1=CC=C(C=C1)[C@@H]1CNCCO1